3-(6-hydroxy-1-oxoisoindolin-2-yl)piperidine-2,6-dione OC1=CC=C2CN(C(C2=C1)=O)C1C(NC(CC1)=O)=O